Cl.O[C@H](CN1C(C2=CC=C(C=C2C(C1)(C)C)C(=O)N1CCC2(CCN2)CC1)=O)[C@H]1NCC2=CC=CC=C2C1 2-((R)-2-hydroxy-2-((S)-1,2,3,4-tetrahydroisoquinolin-3-yl)ethyl)-4,4-dimethyl-6-(1,7-diazaspiro[3.5]nonane-7-carbonyl)-3,4-dihydroisoquinolin-1(2H)-one hydrochloride